tert-butyl (2R,5S)-2-ethyl-4-(2-hydroxy-9-methyl-9H-purin-6-yl)-5-methylpiperazine-1-carboxylate C(C)[C@H]1N(C[C@@H](N(C1)C1=C2N=CN(C2=NC(=N1)O)C)C)C(=O)OC(C)(C)C